1'-{2-[(1-acetyl-1,2,3,4-tetrahydroquinolin-6-yl)oxy]ethyl}-1-methyl-1,2-dihydrospiro[indole-3,4'-piperidin]-2-one C(C)(=O)N1CCCC2=CC(=CC=C12)OCCN1CCC2(CC1)C(N(C1=CC=CC=C12)C)=O